Di-p-tolyl disulfide C1(=CC=C(C=C1)SSC1=CC=C(C=C1)C)C